CS(=O)(=O)NC1=CC2=C(C(C=CO2)=O)C=C1OC1=CC=CC=C1 7-methanesulfonamido-6-phenoxy-4H-1-benzopyran-4-one